6-[(5-chloro-2-pyridinyl)methyl]-2-(3,4-dichlorophenyl)-1-ethyl-4-oxo-pyridine-3-carboxylic acid ClC=1C=CC(=NC1)CC1=CC(C(=C(N1CC)C1=CC(=C(C=C1)Cl)Cl)C(=O)O)=O